ClC=1C(=C(C=CC1)Cl)Cl trichloro(benzene)